C1(CC1)C=1C2=C(N=NC1C1=C(C=C(C=C1)C(F)(F)F)OCOC)N(C=N2)C2CN(CCC2)C 4-cyclopropyl-3-(2-(methoxymethoxy)-4-(trifluoromethyl)phenyl)-7-(1-methylpiperidin-3-yl)-7H-imidazo[4,5-c]pyridazine